2-(6-(4-(tert-butoxycarbonyl)piperazin-1-yl)-5-ethyl-2-(2-methoxypyridin-4-yl)-7-oxothiazolo[4,5-b]pyridin-4(7H)-yl)acetic acid C(C)(C)(C)OC(=O)N1CCN(CC1)C=1C(C2=C(N(C1CC)CC(=O)O)N=C(S2)C2=CC(=NC=C2)OC)=O